4-(2-((6-(1,2,3-thiadiazol-5-yl)-1H-indazol-4-yl)oxy)ethoxy)-N-(3-(2-methoxyethoxy)-5-(trifluoromethoxy)benzyl)butan-1-amine S1N=NC=C1C1=CC(=C2C=NNC2=C1)OCCOCCCCNCC1=CC(=CC(=C1)OC(F)(F)F)OCCOC